{3-(4-fluorophenyl)-4-[6-(1-methyl-1H-pyrazol-4-yl)furo[2,3-d]pyrimidin-4-yl]-1H-pyrazol-1-yl}-2-methylpropan-2-ol FC1=CC=C(C=C1)C1=NN(C=C1C=1C2=C(N=CN1)OC(=C2)C=2C=NN(C2)C)CC(C)(O)C